C(C)(=O)OC1=C(C(C(OC1(C)C)(C)C)=O)C=1C=C(C=CC1C1CC1)C1=C(C=C(C=C1)Cl)F 5-acetoxy-4-(4'-chloro-4-cyclopropyl-2'-fluoro[1,1'-biphenyl]-3-yl)-3,6-dihydro-2,2,6,6-tetramethyl-2H-pyran-3-one